2-(5-Oxo-5-(4-(5-(trifluoromethyl)pyrimidin-2-yl)piperazin-1-yl)pentyl)-2H-indazole-7-carboxamide O=C(CCCCN1N=C2C(=CC=CC2=C1)C(=O)N)N1CCN(CC1)C1=NC=C(C=N1)C(F)(F)F